FC1=CC(=C(C(=O)NC2=NN(C3=CN=C(C=C32)C3=C(C=CC=C3C)F)C(=O)OC(C)(C)C)C=C1)[N+](=O)[O-] tert-Butyl 3-(4-fluoro-2-nitrobenzamido)-5-(2-fluoro-6-methylphenyl)-1H-pyrazolo[3,4-c]pyridine-1-carboxylate